C1(CC1)NC(C1=C(C=C(C=C1OC)C1=CN=C2N1C=CC(=C2)OCC2N(CCCC2)C)OC(F)F)=O N-cyclopropyl-2-(difluoromethoxy)-6-methoxy-4-[7-[(1-methyl-2-piperidyl)methoxy]imidazo[1,2-a]pyridin-3-yl]benzamide